N-[2-(2-{[tert-Butyl(dimethyl)silyl]oxy}ethyl)-6-(hydroxymethyl)-2H-indazol-5-yl]-6-(trifluoromethyl)pyridin-2-carboxamid [Si](C)(C)(C(C)(C)C)OCCN1N=C2C=C(C(=CC2=C1)NC(=O)C1=NC(=CC=C1)C(F)(F)F)CO